3-(3-pyridinyl)alanine tert-butyl-{2-oxo-2-[5-(trifluoromethyl)-1,3-thiazol-4-yl]ethyl}carbamate C(C)(C)(C)N(C(O)=O)CC(C=1N=CSC1C(F)(F)F)=O.N1=CC(=CC=C1)C[C@H](N)C(=O)O